BrC1=C2C=NN(C2=CC(=C1\C=C/CO[Si](C)(C)C(C)(C)C)Cl)C1OCCCC1 (Z)-4-Bromo-5-(3-((tert-butyldimethylsilyl)oxy)prop-1-en-1-yl)-6-chloro-1-(tetrahydro-2H-pyran-2-yl)-1H-indazole